ClC=1C=C(C=2CN(C(C2C1)=O)C1C(NC(CC1)=O)=O)C(=O)N 6-chloro-2-(2,6-dioxopiperidin-3-yl)-1-oxoisoindoline-4-carboxamide